C1(CC1)C1=NSC(=N1)CN1CC2(CN(C2)C(=O)N2CC3(C2)CC(C3)N3N=C(N=C3)C(F)(F)F)C1 [6-[(3-cyclopropyl-1,2,4-thiadiazol-5-yl)methyl]-2,6-diazaspiro[3.3]heptan-2-yl]-[6-[3-(trifluoromethyl)-1,2,4-triazol-1-yl]-2-azaspiro[3.3]heptan-2-yl]methanone